CC=1SC(=CC1C(=O)NC1=NC(=NS1)CC(C)N1CCCCC1)C1=CC(=CC=C1)C(F)(F)F 2-methyl-5-(3-(trifluoromethyl)phenyl)-N-(3-(2-(piperidin-1-yl)propyl)-1,2,4-thiadiazol-5-yl)thiophene-3-carboxamide